tert-Butyl (4-(1-(((1H-pyrazol-5-yl)methyl)amino)-5-chloro-3-(ethylthio)-7,9-dihydrofuro[3,4-f]quinazolin-6-yl)-3-cyano-7-fluorobenzo[b]thiophen-2-yl)carbamate N1N=CC=C1CNC1=NC(=NC=2C(=C(C3=C(C12)COC3)C3=CC=C(C=1SC(=C(C13)C#N)NC(OC(C)(C)C)=O)F)Cl)SCC